2,3-diazabicyclo[3.1.1]heptane-4-carboxylic acid C12NNC(C(C1)C2)C(=O)O